IC=1C=C(N=NC1)OC 5-Iodo-3-methoxypyridazine